4-methyl-2-(1-methyl-1H-pyrazol-5-yl)-1-naphthyridinecarbonitrile CC1=CC(N(C2=NC=CC=C12)C#N)C1=CC=NN1C